ClC1=CC2=C(N=N1)NC(N2C)=O 3-chloro-5-methyl-7H-imidazo[4,5-C]pyridazin-6-one